ClC1=C(C(=CC(=C1)C(F)(F)F)Cl)NC(CI)=O N-(2,6-dichloro-4-(trifluoromethyl)phenyl)-2-iodoacetamide